5-((9R)-8-chloro-7-fluoro-10a-phenyl-1,2,3,4,10,10a-hexahydropyrazino[1,2-a]indol-9-yl)-4-fluoroindole-6-carboxamide formate salt C(=O)O.ClC1=C(C=2CC3(N(C2C=C1F)CCNC3)C3=CC=CC=C3)C=3C(=C1C=CNC1=CC3C(=O)N)F